7-vinyl-1H-indazol C(=C)C=1C=CC=C2C=NNC12